5-Fluoro-6-methyl-pyridine-2-carbonyl chloride FC=1C=CC(=NC1C)C(=O)Cl